benzyl (2S,3R,4S)-3-[(ethanesulfonyl)amino]-4-fluoro-2-[(2-fluoro[1,1'-biphenyl]-3-yl)methyl]pyrrolidine-1-carboxylate C(C)S(=O)(=O)N[C@@H]1[C@@H](N(C[C@@H]1F)C(=O)OCC1=CC=CC=C1)CC=1C(=C(C=CC1)C1=CC=CC=C1)F